1-(3-(3-acetyl-8,9-dihydropyrido[3',2':4,5]imidazo[1,2-a]pyrazin-7(6H)-yl)-3-oxopropoxy)propan C(C)(=O)C1=CC=2N=C3N(CCN(C3)C(CCOCCC)=O)C2N=C1